C(C)(C)(CC)C1=CC=C(C(=C1)C(C)(C)CC)O 4,6-di-tert-amyl-phenol